C(=O)=NC1=C2C(NC(C2=CC=C1)=O)=O 4-carbonylaminoisoindoline-1,3-dione